ClC1=C(C(=NC2=CC(=C(C=C12)F)OC)C)C1=CC=C(C=C1)C1CCCCC1 4-Chloro-3-(4-cyclohexylphenyl)-6-fluoro-7-methoxy-2-methylquinoline